CNC1=CC=C2C=CN(C2=C1)C N,1-dimethyl-1H-indol-6-amine